CC1C(C2CCC3C4CCCCC4CCC3C2CC1)(C)C trimethyloctadecahydrochrysen